C1(CC1)C1(OC2=C(C(N1O)C1=CC=CC=C1)C=CC=C2)C 2-cyclopropyl-2-methyl-4-phenyl-2H-benzo[e][1,3]oxazin-3(4H)-ol